FC1(C=CCN(C1)C(=O)OCCCC)F butyl 5,5-difluoro-5,6-dihydropyridine-1(2H)-carboxylate